(2R)-N-(3-{2-[(3-methoxy-1-methyl-1H-pyrazol-4-yl)amino]pyrimidin-4-yl}-1H-indol-7-yl)-2-(4-methylpiperazin-1-yl)propenamide hydrochloride saccharine salt S1(=O)(=O)NC(=O)C2=CC=CC=C12.Cl.COC1=NN(C=C1NC1=NC=CC(=N1)C1=CNC2=C(C=CC=C12)NC(C(=C)N1CCN(CC1)C)=O)C